O1C2=C(OCC1)C=C(C=C2)[C@H]([C@@H](CN2CCCC2)NC(=O)C2CN(CC2)C=2C=C1CCC(OC1=CC2)(C)C)O N-((1R,2R)-1-(2,3-dihydrobenzo[b][1,4]dioxin-6-yl)-1-hydroxy-3-(pyrrolidin-1-yl)propan-2-yl)-1-(2,2-dimethylchroman-6-yl)pyrrolidine-3-carboxamide